1-(2-(1-acetyl-4-(p-tolyl)-1H-imidazol-2-yl)piperidin-1-yl)-2-(methylthio)propan-1-one C(C)(=O)N1C(=NC(=C1)C1=CC=C(C=C1)C)C1N(CCCC1)C(C(C)SC)=O